methyl (2Z)-4-{2-[4,6-bis(trifluoromethyl)-1,3,5-triazin-2-yl]-6-chloro-2,3,4,9-tetrahydro-1H-pyrido[3,4-b]indol-1-yl}but-2-enoate FC(C1=NC(=NC(=N1)C(F)(F)F)N1C(C=2NC3=CC=C(C=C3C2CC1)Cl)C\C=C/C(=O)OC)(F)F